(R,S) or (S,S)-4-(1-(dimethylamino)-2,2,2-trifluoroethyl)-N'-((1,2,3,5,6,7-hexahydro-s-indacen-4-yl)carbamoyl)benzenesulfonimidamide CN([C@H](C(F)(F)F)C1=CC=C(C=C1)[S@@](=O)(N)=NC(NC1=C2CCCC2=CC=2CCCC12)=O)C |o1:13|